(3S,4aS,8aS)-2-{(R)-2-chloro-3-[(S)-1-(4-chlorophenyl)ethylamino]propyl}decahydroisoquinoline-3-carboxamide Cl[C@@H](CN1C[C@H]2CCCC[C@H]2C[C@H]1C(=O)N)CN[C@@H](C)C1=CC=C(C=C1)Cl